4-[1-[(3S)-2,6-dioxo-3-piperidinyl]indol-4-yl]piperidine-1-carboxylic acid tert-butyl ester C(C)(C)(C)OC(=O)N1CCC(CC1)C1=C2C=CN(C2=CC=C1)[C@@H]1C(NC(CC1)=O)=O